C(C)OC1OCCCO1 2-Ethoxy-1,3-dioxan